3-(aziridin-1-yl)-5'-methyl-4-pentyl-1',2',3',4'-tetrahydro-[1,1'-biphenyl]-2,6-diol N1(CC1)C1=C(C(=C(C=C1CCCCC)O)C1CCCC(=C1)C)O